C(C)(=O)N1CC(CCC1)CN1CC=2C=C(C=3C(=C(NC3C2NS1(=O)=O)CCCC(=O)N)Cl)Cl 4-(3-((1-acetylpiperidin-3-yl)methyl)-6,7-dichloro-2,2-dioxido-1,3,4,9-tetrahydro-[1,2,6]thiadiazino[4,3-g]indol-8-yl)butanamide